(R)-2-fluoro-N-(6-methoxy-8-methylisoquinolin-1-yl)-4-(1-methyl-1H-1,2,3-triazol-4-yl)-N-(piperidin-3-yl)benzamide FC1=C(C(=O)N([C@H]2CNCCC2)C2=NC=CC3=CC(=CC(=C23)C)OC)C=CC(=C1)C=1N=NN(C1)C